2-(2-methyl-2H-indazol-5-yl)-6-(1,2,3,6-tetrahydropyridin-4-yl)[1,3]thiazolo[4,5-b]pyridine hydrochloride Cl.CN1N=C2C=CC(=CC2=C1)C=1SC=2C(=NC=C(C2)C=2CCNCC2)N1